C(C)(=O)N(C=1SC2=C(C1C(=O)O)C=CC(=C2Cl)O)CC2=C(C=C(C=C2)F)F 2-[acetyl(2,4-difluorobenzyl)amino]-7-chloro-6-hydroxy-1-benzothiophene-3-carboxylic acid